COC(=O)C=1C=C(C(=O)NCCC(=O)NC=2SC(=C(N2)C)C(=O)OCC)C=CC1 ethyl 2-[3-[(3-methoxycarbonylbenzoyl)amino]propanoylamino]-4-methyl-thiazole-5-carboxylate